(Z)-2-(5-Fluoro-2-oxoindolin-3-ylidene)-N-phenylhydrazinecarbothioamide FC=1C=C2/C(/C(NC2=CC1)=O)=N/NC(NC1=CC=CC=C1)=S